N-(5-methyl-1-(4-(trifluoromethyl)phenyl)-1,2,3,4-tetrahydroquinolin-3-yl)acrylamide CC1=C2CC(CN(C2=CC=C1)C1=CC=C(C=C1)C(F)(F)F)NC(C=C)=O